methyl (S)-3-(5-(1,8-naphthyridin-2-yl)pentanamido)-2-(2-phenylacetamido)propanoate N1=C(C=CC2=CC=CN=C12)CCCCC(=O)NC[C@@H](C(=O)OC)NC(CC1=CC=CC=C1)=O